3-iodo-7-methoxy-6-spiro[3.3]heptan-2-yl-imidazo[1,2-b]pyridazine IC1=CN=C2N1N=C(C(=C2)OC)C2CC1(C2)CCC1